NC1=C(C=C(C=N1)C=1C=C2N(N1)CC[C@]21CN(CC1)C(=O)NCC)OCC1=NC=CC=C1 |r| (rac)-2'-{6-amino-5-[(pyridin-2-yl)methoxy]pyridin-3-yl}-N-ethyl-5',6'-dihydrospiro[pyrrolidine-3,4'-pyrrolo[1,2-b]pyrazole]-1-carboxamide